CC1(CN(C1)CCNC(=O)C=1C=C(C(=NC1)C)NC(=O)C=1C=NN2C1SC(=C2)C=2C(=NC=CC2)OC)C N-(5-((2-(3,3-dimethylazetidin-1-yl)ethyl)carbamoyl)-2-methylpyridin-3-yl)-2-(2-methoxypyridin-3-yl)pyrazolo[5,1-b]thiazole-7-carboxamide